C1(=CC=CC=C1)S(=O)(=O)OCCCCCCCC octanol benzenesulfonate